FC=1C=C(C=C(C1)F)[C@@H]1N(OCC1)C1=CC(=NC=N1)NC1=CC(=C(C=C1)N1CCC(CC1)N1CCN(CC1)C)OC (R)-6-(3-(3,5-difluorophenyl)isoxazolidin-2-yl)-N-(3-methoxy-4-(4-(4-methylpiperazin-1-yl)piperidin-1-yl)phenyl)pyrimidin-4-amine